BENZO[A]PYRENE C1=CC=C2C=CC=3C=C4C(=C5C=CC1=C2C53)C=CC=C4